CC1([C@H]2[C@@H]3CO[C@H](N3C([C@@H]12)=O)C1=CC=CC=C1)C (1R,2S,4R,7S)-3,3-dimethyl-7-phenyl-8-oxa-6-azatricyclo[4.3.0.02,4]nonan-5-one